NC1=NC=C(C2=C1C(=NN2[C@H]2C[C@@H](CCC2)NC(=O)OC(C)(C)C)C2=CC=C(C=C2)C(NC2=NC=CC(=C2)C(F)(F)F)=O)/C=C/CCCCCC(=O)OC Methyl (E)-8-[4-amino-1-[(1R,3R)-3-(tert-butoxycarbonylamino)cyclohexyl]-3-[4-[[4-(trifluoro-methyl)-2-pyridyl]carbamoyl]phenyl]pyrazolo[4,3-c]pyridin-7-yl]oct-7-enoate